Tert-Butyl (2-(2-(3-((3-(benzo[d][1,3]dioxol-5-yl)-3-(2-methoxyphenyl)propyl)(benzyl) amino)-3-oxopropoxy)ethoxy)ethyl)carbamate O1COC2=C1C=CC(=C2)C(CCN(C(CCOCCOCCNC(OC(C)(C)C)=O)=O)CC2=CC=CC=C2)C2=C(C=CC=C2)OC